N-(3,5-dichloro-4-(2,6-dioxopiperidin-3-yl)benzyl)-1-(2-fluoropyridin-4-yl)-3-oxocyclobutane-1-carboxamide ClC=1C=C(CNC(=O)C2(CC(C2)=O)C2=CC(=NC=C2)F)C=C(C1C1C(NC(CC1)=O)=O)Cl